2-(chroman-3-yl)-6-(oxazol-5-yl)benzo[d]oxazole O1CC(CC2=CC=CC=C12)C=1OC2=C(N1)C=CC(=C2)C2=CN=CO2